C(C)(C)(C)OC(=O)N1CC2(C1)CCC(CC2)NC2=NC=C(N=C2)C(F)(F)F 7-[[5-(trifluoromethyl)pyrazin-2-yl]amino]-2-azaspiro[3.5]nonane-2-carboxylic acid tert-butyl ester